C(=O)O.C(#N)C=1C(=NC=C(C1C1=CC(=C(C=C1)C#N)F)C1=CC(=C(C=C1)CO)O)N1CCC(CC1)NCC1=CC=C(C=C1)/C=C/C(=O)NO (E)-3-(4-(((1-(3-Cyano-4-(4-cyano-3-fluorophenyl)-5-(3-hydroxy-4-(hydroxymethyl)phenyl)pyridin-2-yl)piperidin-4-yl)amino)methyl)phenyl)-N-hydroxyacrylamide formate